O=C1NC(CCC1N1C(C2=CC=C(C=C2C1=O)NC1CCN(CC1)CCOCCOCCOCCNC(OC(C)(C)C)=O)=O)=O Tert-butyl N-[2-[2-[2-[2-[4-[[2-(2,6-dioxo-3-piperidyl)-1,3-dioxo-isoindolin-5-yl]amino]-1-piperidyl]ethoxy]ethoxy]ethoxy]ethyl]carbamate